N-methyl-N-(2-methylphenyl)-3-nitro-4-(2-thiazolylsulfinyl)benzamide CN(C(C1=CC(=C(C=C1)S(=O)C=1SC=CN1)[N+](=O)[O-])=O)C1=C(C=CC=C1)C